2-chloro-4-methoxy-5,6-dihydropyridine ClC1=NCCC(=C1)OC